ClC1=C(NC2=CC=CC=C12)C=1C=C(N2N=CN=C(C21)N)C(C)C 5-(3-Chloro-1H-indol-2-yl)-7-(propan-2-yl)pyrrolo[2,1-f][1,2,4]triazin-4-amine